5-(3-chlorobenzyl)-3-((2-fluorobenzyl)amino)-4H-benzo[e][1,2,4]thiadiazine 1,1-dioxide ClC=1C=C(CC2=CC=CC3=C2NC(=NS3(=O)=O)NCC3=C(C=CC=C3)F)C=CC1